2-(2-fluorobenzyl)-4-hydroxy-5-methoxyisophthalonitrile FC1=C(CC2=C(C#N)C=C(C(=C2C#N)O)OC)C=CC=C1